(4-(6-((1R,5S)-8-oxa-3-azabicyclo[3.2.1]oct-3-yl)-1-(1H-pyrazol-3-yl)-1H-pyrazolo[3,4-b]pyridin-4-yl)morpholin-3-yl)methanol [C@H]12CN(C[C@H](CC1)O2)C2=CC(=C1C(=N2)N(N=C1)C1=NNC=C1)N1C(COCC1)CO